ClC1=C(SC=C1)C1=CC=CC(=N1)N 6-(3-Chloro-2-thienyl)pyridin-2-amine